C(CCCCC)C(COC(CCCCCNC(CCCCCCCNC)=O)=O)CCCCCCCC.CNCCCCCCCC(=O)NCCCCCC(=O)OCC(CCCCCCCC)CCCCCC 2-hexyldecyl 6-(8-(methylamino)octanamido)hexanoate 2-Hexyldecyl-6-(8-(methylamino)octanamido)hexanoate